C(C1=CC=CC=C1)OC1=CC=C(C=C1)N1C(N(C2=C1C=NC=C2)C=2C=C(C=CC2)NC(OC(C)(C)C)=O)=O tert-butyl (3-(3-(4-(benzyloxy)phenyl)-2-oxo-2,3-dihydro-1H-imidazo[4,5-c]pyridin-1-yl)phenyl)carbamate